BrC=1C(=C(C=CC1)NC(=O)C=1N(C2=C(CN(C(C2)(C(=O)O)C)C)N1)C)Cl 2-(3-bromo-2-chlorophenylcarbamoyl)-1,5,6-trimethyl-4,5,6,7-tetrahydro-1H-imidazo[4,5-c]pyridine-6-carboxylic acid